BrCC(=O)OC(C(C)(C)C)C(C)(C)C 2,2,4,4-tetramethylpentan-3-yl 2-bromoacetate